N[C@@H](CCC(=O)[O-])C(=O)[O-].N[C@@H](CCC(=O)[O-])C(=O)[O-].[Mg+2].[Mg+2] magnesium diglutamate